2-bromo-2-(2-cyclopropylphenyl)acetic acid ethyl ester C(C)OC(C(C1=C(C=CC=C1)C1CC1)Br)=O